C(#N)C1=CN=C(N1)C(=O)N 5-CYANO-1H-IMIDAZOLE-2-CARBOXAMIDE